Ethyl N-hydroxyacetimidate CCO/C(=N\O)/C